CC1=CC=C(C2=C1C=C(O2)C(=O)NNC(=O)OC(C)(C)C)C tert-Butyl 2-(4,7-dimethylbenzofuran-2-carbonyl)hydrazinecarboxylate